(3S,4R)-4-((5-fluoro-4-((4-methoxybenzyl)oxy)pyrimidin-2-yl)amino)tetrahydro-2H-pyran-3-yl acetate C(C)(=O)O[C@@H]1COCC[C@H]1NC1=NC=C(C(=N1)OCC1=CC=C(C=C1)OC)F